C[C@H]1C[C@H](CNC1)O (3R,5S)-5-methylpiperidin-3-ol